COC1=CC=C(CN(C=2C=C(C(=C(C2)C2CC(C(CO2)C(=O)OC)=O)C(F)(F)F)C)CC2=CC=C(C=C2)OC)C=C1 Methyl 6-(5-(bis(4-methoxybenzyl)amino)-3-methyl-2-(trifluoromethyl) phenyl)-4-oxotetrahydro-2H-pyran-3-carboxylate